6-chloro-N-[5-(2-cyanocyclopropyl)-4,6-dimethoxy-pyrimidin-2-yl]-7-pyrazol-1-yl-1H-indole-3-sulfonamide ClC1=CC=C2C(=CNC2=C1N1N=CC=C1)S(=O)(=O)NC1=NC(=C(C(=N1)OC)C1C(C1)C#N)OC